[Si](C)(C)(C(C)(C)C)OCCN1CCC(CC1)CN1C(N(C(C=2N(C(=NC12)C1=C(C=CC=C1)Cl)C1=CC=C(C=C1)Cl)=O)CC(=O)OC)=O methyl 2-[3-[(1-[2-[(tert-butyldimethylsilyl)oxy]ethyl]piperidin-4-yl)methyl]-8-(2-chlorophenyl)-7-(4-chlorophenyl)-2,6-dioxo-2,3,6,7-tetrahydro-1H-purin-1-yl]acetate